(R)-2-(1,1-difluoroethyl)-5-(4-(7-methylpyrazolo[1,5-a]pyridin-2-yl)-1,4,6,7-tetrahydro-5H-imidazo[4,5-c]pyridin-5-yl)-1,3,4-oxadiazole FC(C)(F)C=1OC(=NN1)N1[C@H](C2=C(CC1)NC=N2)C2=NN1C(C=CC=C1C)=C2